2-(3,5-difluorobenzamido)benzo[d]thiazole-6-carboxylic acid FC=1C=C(C(=O)NC=2SC3=C(N2)C=CC(=C3)C(=O)O)C=C(C1)F